C1(=CC(=CC=C1)CCSC(N)=N)CCSC(N)=N S,S'-(1,3-Phenylene-bis(1,2-ethanediyl))bis-isothiourea